Trans-(5-(2-(piperidin-4-ylmethylamino)cyclopropyl)indolin-1-yl)(3-(trifluoromethyl)phenyl)methanone N1CCC(CC1)CN[C@H]1[C@@H](C1)C=1C=C2CCN(C2=CC1)C(=O)C1=CC(=CC=C1)C(F)(F)F